1,3-dibromochlorobenzene BrC1=C(C(=CC=C1)Br)Cl